NC1N=CNC1C(=O)C1=CC=C(C=C1)C (4-amino-4,5-dihydro-1H-imidazol-5-yl)(p-tolyl)methanone